(±)-methyl 2-((3-methyl-5-phenylpent-1-en-1-yl)oxy)propanoate CC(C=COC(C(=O)OC)C)CCC1=CC=CC=C1